S-(benzo[d]thiazol-2-yl)-N-cyclohexylthiolamine S1C(=NC2=C1C=CC=C2)S2C(=CC=C2)NC2CCCCC2